(R)-N-(1-cyanopyrrolidin-3-yl)-3-methoxy-4-(2-morpholinopyridin-4-yl)benzamide C(#N)N1C[C@@H](CC1)NC(C1=CC(=C(C=C1)C1=CC(=NC=C1)N1CCOCC1)OC)=O